C(=O)(OC(C)(C)C)N1C[C@H](NCC1)CC (R)-N-Boc-3-ethylpiperazine